C(C)NC(=O)NC1=NC2=C(N1)C=CC(=C2)C2=C(C=CC(=C2)CC2=NNC(C1=CC=C(C=C21)F)=O)F 1-Ethyl-3-(5-(2-fluoro-5-((7-fluoro-4-oxo-3,4-dihydrophthalazin-1-yl)methyl)phenyl)-1H-benzoimidazol-2-yl)urea